3,5-diamino-4-methylbenzoic acid NC=1C=C(C(=O)O)C=C(C1C)N